FC=1C=C2C(C(=CN(C2=CC1N1[C@H](CCC1)COC1=NC=CC=C1)C1=NC=C(C=C1)F)C(=O)O)=O (R)-6-fluoro-1-(5-fluoropyridin-2-yl)-4-oxo-7-(2-((pyridin-2-yloxy)methyl)pyrrolidin-1-yl)-1,4-dihydro-quinoline-3-carboxylic acid